CC1=C(C(=C(C1([In])C)C)C)C pentamethylcyclopentadienyl-indium